C(C)C1(OC2=C(C(C1)=O)C=C(C=C2)C2=NC(=NO2)C2=CC=NC=C2)CC 2,2-diethyl-6-{3-(pyridin-4-yl)-1,2,4-oxadiazol-5-yl}-3,4-dihydro-2H-1-benzopyran-4-one